4-(4-(chlorocarbonyl)-5-(trifluoromethyl)-1H-pyrazol-1-yl)indolin-1-carboxylic acid tert-butyl ester C(C)(C)(C)OC(=O)N1CCC2=C(C=CC=C12)N1N=CC(=C1C(F)(F)F)C(=O)Cl